C(C)C=1C(NC2=CC(=CN=C2C1)CN1[C@H]2CC[C@H]2N(CC1)C=1C=C2C(=NC1)C(=NO2)NC)=O 3-ethyl-7-(((1s,6r)-5-(3-(methylamino)isoxazolo[4,5-b]pyridin-6-yl)-2,5-diazabicyclo[4.2.0]oct-2-yl)methyl)-1,5-naphthyridin-2(1H)-one